CC1(C)S(=O)(=O)OCC(C)OS1(=O)=O 3-propylene 2,2-propanedisulfonate